C1(CC1)C1=CC2=C(N(C(N=C2N2[C@H](CN(CC2)C(=O)OC(C)(C)C)C)=O)C=2C(=NC=CC2C)C(C)C)N=C1C1=C(C=CC(=C1)F)O (S)-tert-butyl 4-(6-cyclopropyl-7-(5-fluoro-2-hydroxyphenyl)-1-(2-isopropyl-4-methylpyridin-3-yl)-2-oxo-1,2-dihydropyrido[2,3-d]pyrimidin-4-yl)-3-methylpiperazine-1-carboxylate